ClC=1C=C(C=CC1)C1(CC1)CNC(=O)NCC1OCCCC1 1-[[1-(3-chlorophenyl)cyclopropyl]methyl]-3-(tetrahydropyran-2-ylmethyl)urea